C(#N)C1=C(C=C(C=C1)C(N(C)C)=O)C(C(C)C=1N(C(C(=C(N1)C(=O)OCC)OC)=O)C)C1=CC=CC=C1 ethyl 2-[1-[2-cyano-5-(dimethylcarbamoyl)phenyl]-1-phenylpropan-2-yl]-5-methoxy-1-methyl-6-oxopyrimidine-4-carboxylate